gallium tin bismuth zinc [Zn].[Bi].[Sn].[Ga]